FC1=C2C=CN(C2=C(C=C1)C(=O)NC1CC2(CCC2)C1)CC1=CC2=CC=C(C=C2C=C1)OC (Sa)-6-(4-Fluoro-1-((6-methoxynaphthalin-2-yl)methyl)-1H-indol-7-carboxamido)spiro-[3.3]heptan